C(OCC)(OCC(F)F)=O Ethyl 2,2-difluoroethyl carbonate